5-(trifluoromethyl)quinoxaline FC(C1=C2N=CC=NC2=CC=C1)(F)F